FC=1C(=NC(=NC1)NC1=NC=C(C=C1)CN1C[C@](OCC1)(CCNC)C)C=1C=C(C2=C(N(C(=N2)C)C(C)C)C1)F (R)-5-fluoro-4-(4-fluoro-1-isopropyl-2-methyl-1H-benzo[d]imidazol-6-yl)-N-(5-((2-methyl-2-(2-(methylamino)ethyl)morpholino)methyl)pyridin-2-yl)pyrimidin-2-amine